F[B-](C1=C(C=CC=C1)F)(F)F trifluoro-(2-fluorophenyl)boranuide